5-([1,1'-biphenyl]-4-ylmethoxy)furan-3-carboxylic acid C1(=CC=C(C=C1)COC1=CC(=CO1)C(=O)O)C1=CC=CC=C1